(Z)-3-(2-(2,3-dihydrobenzofuran-7-yl)-2-(1-trityl-1H-imidazol-4-yl)vinyl)pyridazine O1CCC2=C1C(=CC=C2)/C(=C/C=2N=NC=CC2)/C=2N=CN(C2)C(C2=CC=CC=C2)(C2=CC=CC=C2)C2=CC=CC=C2